Cl.N[C@@H]1CN(CCC1(F)F)C1=NC2=C(N1CC1=NC=C(C#N)C=C1)C=CC=C2 (R)-6-((2-(3-Amino-4,4-difluoropiperidin-1-yl)-1H-benzo[d]imidazol-1-yl)methyl)nicotinonitril-hydrochlorid